Tert-butyl (E)-4-amino-4-(4-(3-methoxy-3-oxoprop-1-en-1-yl)phenyl)piperidine-1-carboxylate NC1(CCN(CC1)C(=O)OC(C)(C)C)C1=CC=C(C=C1)\C=C\C(=O)OC